3-{3-ethyl-4-[(7-oxo-5,6,7,8-tetrahydro-1,8-naphthyridin-4-yl)oxy]phenyl}-1-[5-(trifluoromethyl)-3-pyridinyl]-2,4-imidazolidinedione C(C)C=1C=C(C=CC1OC1=CC=NC=2NC(CCC12)=O)N1C(N(CC1=O)C=1C=NC=C(C1)C(F)(F)F)=O